C(C1=CC(=C(N)C(=C1)C)C(C)C)C1=CC(=C(N)C(=C1)C)C(C)C 4,4'-methylene-bis-(2-isopropyl-6-methylaniline)